FC(C1=NN=C(O1)C=1C=NC(=NC1)NC=1C=C(C2=C(N(C(=N2)C(F)(F)F)CCO)C1)C1=CC=CC=C1)F 2-(6-((5-(5-(difluoromethyl)-1,3,4-oxadiazol-2-yl)pyrimidin-2-yl)amino)-4-phenyl-2-(trifluoromethyl)-1H-benzo[d]imidazole-1-yl)ethan-1-ol